C12(CC3CC(CC(C1)C3)C2)NCC#CC2=C3C(N(C(=NC3=CC=C2)C)C2C(NC(CC2)=O)=O)=O 3-(5-(3-(((3s,5s,7s)-adamantan-1-yl)amino)prop-1-yn-1-yl)-2-methyl-4-oxoquinazolin-3(4H)-yl)piperidine-2,6-dione